(R)-2-(((2R,3S,4R,5R)-5-(6-amino-2-methoxy-9H-purin-9-yl)-3,4-dihydroxytetrahydrofuran-2-yl)methoxy)-3-phenyl-2-(1H-tetrazol-5-yl)propanic acid NC1=C2N=CN(C2=NC(=N1)OC)[C@H]1[C@@H]([C@@H]([C@H](O1)CO[C@](C(=O)O)(CC1=CC=CC=C1)C1=NN=NN1)O)O